NC1CC(CCC1)NC1=CC(=C(C=C1Cl)S(=O)(=O)NC=1SC=CN1)F 4-((3-aminocyclohexyl)amino)-5-chloro-2-fluoro-N-(thiazol-2-yl)benzenesulfonamide